1-(4-chloro-6-methylthieno[2,3-d]pyrimidin-2-yl)cyclopropan-1-amine ClC=1C2=C(N=C(N1)C1(CC1)N)SC(=C2)C